6-chloro-N-(4-((3,5-dimethyl-3H-imidazo[4,5-b]pyridin-6-yl)oxy)-3-methylphenyl)pyrido[3,2-d]pyrimidin-4-amine ClC=1C=CC=2N=CN=C(C2N1)NC1=CC(=C(C=C1)OC=1C=C2C(=NC1C)N(C=N2)C)C